ethyl 2-amino-4,4-dimethylvalerate NC(C(=O)OCC)CC(C)(C)C